O=C(C(SCC#CC1=CC2=C(OCO2)C=C1)=O)C S-(3-(benzo[d][1,3]dioxol-5-yl)prop-2-yn-1-yl) 2-oxopropanethioate